(6-chloro-1H-indol-2-yl)-1,3,4-oxadiazole ClC1=CC=C2C=C(NC2=C1)C=1OC=NN1